C(C)(C)(C)OC(=O)N1CCC(CC1)C1CCN(CC1)C1=NC=C(C=C1)N 1'-(5-aminopyridin-2-yl)-[4,4'-bipiperidine]-1-carboxylic acid tert-butyl ester